N-(1-(1-(6,6-dimethyl-5-oxo-5,6-dihydro-4H-1,3,4-thiadiazin-2-yl)-1H-1,2,4-triazol-5-yl)ethyl)-3,5-bis(trifluoromethyl)benzamide CC1(C(NN=C(S1)N1N=CN=C1C(C)NC(C1=CC(=CC(=C1)C(F)(F)F)C(F)(F)F)=O)=O)C